5-chloro-2-(4-{[(3r,4r)-3-methyl-oxazin-4-yl]amino}pyrido[3,4-d]pyridazin-1-yl)phenol ClC=1C=CC(=C(C1)O)C1=C2C(=C(N=N1)NC1=C(NOC=C1)C)C=NC=C2